OCCN1N(N(CCC1)CCO)CCO N,N',N''-tris(2-hydroxyethyl)hexahydrotriazine